C1(CCCCC1)[NH2+]C1CCCCC1.C(=O)(OC(C)(C)C)N[C@@H](COC(C)(C)C)C(=O)[O-] Boc-O-tertiary butyl-L-serine dicyclohexylammonium salt